NC1=C(C=C(C=N1)C=1C=C2N(N1)CCC21CN(C1)C(=O)NCC1=NC=NC=C1)C(F)(F)F 2'-[6-amino-5-(trifluoromethyl)pyridin-3-yl]-N-[(pyrimidin-4-yl)methyl]-5',6'-dihydrospiro[azetidine-3,4'-pyrrolo[1,2-b]pyrazole]-1-carboxamide